OC1=C(C=CC(=C1)OCCCC)C1=NC(=NC(=N1)C1=C(C=C(C=C1)OCCCC)O)C1=C(C=C(C=C1)OCCCC)OCCCC 2,4-bis(2-hydroxy-4-n-butoxyphenyl)-6-(2,4-di-n-butoxyphenyl)-s-triazine